N5-Cyclopropyl-3-(1H-indol-4-yl)-N7-methyl-2,3-dihydrobenzofuran-5,7-dicarboxamide C1(CC1)NC(=O)C=1C=C(C2=C(C(CO2)C2=C3C=CNC3=CC=C2)C1)C(=O)NC